FC(C1=CC=C(C=N1)N1CCC(CC1)N1CC2(CS(C2)(=O)=O)CC1)(F)F 6-(1-(6-(trifluoromethyl)pyridin-3-yl)piperidin-4-yl)-2-thia-6-azaspiro[3.4]octane 2,2-dioxide